C(C)OCCC[NH2]=O ethoxypropylamine oxide